[(2R)-2-(6-benzamidopurin-9-yl)-2-[(1S)-1-[[bis(4-methoxyphenyl)-phenyl-methoxy]methyl]-1-(hydroxymethyl)-2-triisopropylsilyloxy-ethoxy]ethyl] 4-methylbenzenesulfonate CC1=CC=C(C=C1)S(=O)(=O)OC[C@@H](O[C@@](CO[Si](C(C)C)(C(C)C)C(C)C)(CO)COC(C1=CC=CC=C1)(C1=CC=C(C=C1)OC)C1=CC=C(C=C1)OC)N1C2=NC=NC(=C2N=C1)NC(C1=CC=CC=C1)=O